ClC1=C(COC2=CC=C(C=O)C=C2)C=CC=C1C1=C(C=CC=C1)F 4-(2-chloro-3-o-fluorophenyl-benzyloxy)benzaldehyde